C(C)OC(=O)N1CCN(CC1)C=1C=C2C(=CN(C2=CC1)S(=O)(=O)CC1=CC=CC=C1)C=O 4-(3-formyl-1-toluenesulfonyl-1H-indol-5-yl)piperazine-1-carboxylic acid ethyl ester